6-chloro-3-(3-cyclopropyl-2-fluoro-phenoxy)-5-methyl-N-[rac-1-[(2,4-dimethyl-phenyl)methyl]-2-(1,3-dioxoisoindolin-2-yl)oxy-ethyl]pyridazine-4-carboxamide ClC1=C(C(=C(N=N1)OC1=C(C(=CC=C1)C1CC1)F)C(=O)N[C@@H](CON1C(C2=CC=CC=C2C1=O)=O)CC1=C(C=C(C=C1)C)C)C |r|